ClC1=NC=CC(=N1)NCCC(C)C 2-chloro-4-(isopentylamino)pyrimidin